tert-butyl (R)-4-(piperidin-3-ylamino)-1H-pyrrolo[2,3-b]pyridine-5-carboxylate N1C[C@@H](CCC1)NC1=C2C(=NC=C1C(=O)OC(C)(C)C)NC=C2